Trimethyl-(phenyl)stannane C[Sn](C1=CC=CC=C1)(C)C